8-(1-acetylpiperidin-4-yl)-3-methyl-2-(trifluoromethyl)chromeno[7,8-d]imidazol-6(3H)-one C(C)(=O)N1CCC(CC1)C=1OC2=C(C(C1)=O)C=CC=1N(C(=NC12)C(F)(F)F)C